C(C)(=O)N1CC(CCC1)C#CC=1C=CC(=C(C1)N1C=C(C(=CC1=O)C(F)(F)F)C(=O)N)N1C[C@@H](N(CC1)C)C (5-((1-acetylpiperidin-3-yl)ethynyl)-2-((S)-3,4-dimethylpiperazin-1-yl)phenyl)-6-oxo-4-(trifluoromethyl)-1,6-dihydropyridine-3-carboxamide